BrC1=NC(=CC(=C1)C(CNCCO)(C)O)Cl 2-(2-bromo-6-chloropyridin-4-yl)-1-((2-hydroxyethyl)amino)propan-2-ol